[(3R)-1-methyl-5-oxo-pyrrolidin-3-yl]-4-[3-[2-(1-acetylazetidin-3-yl)oxy-3-pyridyl]pyrazolo[1,5-a]pyrimidin-5-yl]piperazine-1-carboxylate CN1C[C@@H](CC1=O)OC(=O)N1CCN(CC1)C1=NC=2N(C=C1)N=CC2C=2C(=NC=CC2)OC2CN(C2)C(C)=O